[N+](=O)([O-])C=1C=C(C=CC1)C1=CN=NN1C[Si](C)(C)C 5-(3-nitrophenyl)-1-((trimethylsilyl)methyl)-1H-1,2,3-triazole